ClC1=C(C(=NC=2[C@H]3CC[C@@H](C12)C3)N3CC1(CN(C1)C(=O)OC(C)(C)C)CC3)C#N tert-butyl 6-((5R,8S)-4-chloro-3-cyano-5,6,7,8-tetrahydro-5,8-methanoquinolin-2-yl)-2,6-diazaspiro[3.4]octane-2-carboxylate